C1(=CC=CC2=CC3=CC=CC=C3C=C12)N anthraceneamine